4-((2R,6R)-4-acryloyl-6-methyl-1-(methylsulfonyl)piperazin-2-yl)-6-chloro-N-methyl-[2,4'-bipyridine]-2'-carboxamide C(C=C)(=O)N1C[C@H](N([C@@H](C1)C)S(=O)(=O)C)C1=CC(=NC(=C1)Cl)C1=CC(=NC=C1)C(=O)NC